O-{1-[(4-methoxyphenoxy)methyl]-2,2-dimethylpropyl} 1H-imidazole-1-carbothioate N1(C=NC=C1)C(OC(C(C)(C)C)COC1=CC=C(C=C1)OC)=S